C(C#CC)(=O)N[C@@H]1CN(C[C@H](C1)F)C1=C2C(=C(NC2=C(C=C1F)C(=O)N)C)F 4-((3S,5S)-3-(but-2-ynamido)-5-fluoropiperidin-1-yl)-3,5-difluoro-2-methyl-1H-indole-7-carboxamide